BrC=1C=C2C(C(N(C2=CC1O)CC(=O)NCCCC(=O)OC)=O)(C)C methyl 4-(2-(5-bromo-6-hydroxy-3,3-dimethyl-2-oxoindolin-1-yl)acetamido)butanoate